OC(C)(C)C1CCN(CC1)C1=CC=C(CC2=CC=C(C=C2)N2N=C(N=C2C)C(=O)N)C=C1 1-(4-(4-(4-(2-hydroxypropan-2-yl)piperidin-1-yl)benzyl)phenyl)-5-methyl-1H-1,2,4-triazole-3-carboxamide